methyl 3-(4-chloro-3-fluorobenzyl)-3-methyl-1-tosyl-2,3-dihydro-1H-pyrrolo[2,3-b]pyridine-6-carboxylate ClC1=C(C=C(CC2(CN(C3=NC(=CC=C32)C(=O)OC)S(=O)(=O)C3=CC=C(C)C=C3)C)C=C1)F